C(#N)[C@H]1N(CCC1)C(CN1C[C@@H](CC1)C(C(=O)N)C1=CC=CC2=CC=CC=C12)=O ((S)-1-(2-((S)-2-cyanopyrrolidin-1-yl)-2-oxoethyl)pyrrolidin-3-yl)-2-(naphthalen-1-yl)acetamide